C[C@@H]1N(CC[C@@H]1N1CCOCC1)C(=O)OC(C)(C)C tert-Butyl (2S,3S)-2-methyl-3-morpholinopyrrolidine-1-carboxylate